5,7,4'-trihydroxy-8-isopropylflavone OC1=C2C(C=C(OC2=C(C(=C1)O)C(C)C)C1=CC=C(C=C1)O)=O